[2H]CO deuteriomethanol